(S)-N-(3-(1-((2-amino-5-chloropyridin-3-yl)oxy)ethyl)-phenyl)-2-fluoro-5-methylbenzamide NC1=NC=C(C=C1O[C@@H](C)C=1C=C(C=CC1)NC(C1=C(C=CC(=C1)C)F)=O)Cl